FC1=C(C(=CC=C1)O)C1=CC=C2C(=CC(N3C2=C1CCC3)=O)N3CCNCC3 8-(2-fluoro-6-hydroxyphenyl)-1-(piperazin-1-yl)-6,7-dihydropyrido[3,2,1-ij]quinolin-3(5H)-one